N1OC2(C=3C1=CN=C(C3)C(=O)O)CCCC2 1'H-spiro[cyclopentane-1,3'-isoxazolo[3,4-c]pyridine]-5'-formic acid